[Si](C)(C)(C(C)(C)C)OC[C@@H]1[C@H](C[C@@H](O1)N1C(NC(C(=C1)C)=O)=O)O 1-[(2R,4S,5R)-5-{[(tert-butyldimethylsilyl)oxy]methyl}-4-hydroxyoxolan-2-yl]-5-methyl-3H-pyrimidine-2,4-dione